CC(C=CC=CC(=O)O)CC 6-methyl-2,4-octadienoic acid